CC=1C=C(CN2C3N(C4N(C(N(C2C4=O)CC4=CC(=CC=C4)C)C3=O)CC3=CC(=CC=C3)C)CC3=CC(=CC=C3)C)C=CC1 2,4,6,8-tetra(3-methylbenzyl)-2,4,6,8-tetraazaadamantane-9,10-dione